C(C)(C)(C)OOC(C1=CC=CC=C1)=O.C(CCCCCCCCCCC)(=O)OOC(CCCCCCCCCCC)=O dodecanoic peroxyanhydride tert-butyl-benzoperoxoate